C1[C@@H]2[C@H]([C@H]([C@@H](O2)N3C4=C(C(=O)NC(=N4)N)N=C3Br)O)OP(=O)(O1)[O-].[Na+] The molecule is an organic sodium salt having 8-bromoguanosine 3',5'-cyclic phosphate as the counterion. A membrane permeable cGMP analogue that activates protein kinase G (PKG). It is 4.3-fold more potent than cGMP in activating PKG1alpha and promotes relaxation of tracheal and vascular smooth muscle tissue in vitro. It has a role as a protein kinase G agonist and a muscle relaxant. It contains an 8-bromo-3',5'-cyclic GMP(1-).